BrC=1C2=C(C=3C(=NC(=NC3C1F)SCC)N1C3CN(CC1CC3)C[C@@H](C)O[Si](C)(C)C(C)(C)C)COC2 6-Bromo-1-(3-((R)-2-((tert-butyldimethylsilyl)oxy)propyl)-3,8-diazabicyclo[3.2.1]octan-8-yl)-3-(ethylthio)-5-fluoro-7,9-dihydrofuro[3,4-f]quinazoline